methyl 1-{1-[(benzyloxy)carbonyl]piperidin-4-yl}-4-({[(tert-butoxy)carbonyl] amino} amino)-6-oxo-1,6-dihydropyridine-3-carboxylate C(C1=CC=CC=C1)OC(=O)N1CCC(CC1)N1C=C(C(=CC1=O)NNC(=O)OC(C)(C)C)C(=O)OC